N-[(5-Chlorothiophen-2-yl)methyl]-3-(3-methylpiperidin-3-yl)-1-(thiophen-3-carbonyl)-1H-pyrazol-5-amin ClC1=CC=C(S1)CNC1=CC(=NN1C(=O)C1=CSC=C1)C1(CNCCC1)C